3,5-difluoro-4-formylphenyl-boric acid FC=1C=C(C=C(C1C=O)F)OB(O)O